C[BH-](C)C.C[BH-](C)C.[Li+].[Li+] lithium bis(trimethylborate)